N-(4-Cyanophenyl)-9-(methyl(7H-pyrrolo[2,3-d]pyrimidin-4-yl)amino)-3-azaspiro[5.5]undecan-3-carboxamid C(#N)C1=CC=C(C=C1)NC(=O)N1CCC2(CC1)CCC(CC2)N(C=2C1=C(N=CN2)NC=C1)C